N1(CCC1)S(=O)(=N)C=1C=C(C(=O)O)C=CC1C 3-(azetidine-1-sulfonimidoyl)-4-methylbenzoic acid